ClC1=CC(=C(C=N1)NC(=O)C1(CNC1)C1=C(C=CC=C1)C(C)C)OCCOC N-(6-chloro-4-(2-methoxyethoxy)pyridin-3-yl)-3-(2-isopropylphenyl)azetidine-3-carboxamide